BrC1=CC2=C(NC(C(CC2)N2CCN(CC2)S(=O)(=O)C)=O)N=C1 3-bromo-7-(4-(methylsulfonyl)piperazin-1-yl)-6,7-dihydro-5H-pyrido[2,3-b]azepin-8(9H)-one